NC\C=C(\CN1N=NC2=C1C=C(C=C2C2=CC=NN2C)C#N)/F (Z)-1-(4-amino-2-fluorobut-2-en-1-yl)-4-(1-methyl-1H-pyrazol-5-yl)-1H-benzo[d][1,2,3]triazole-6-carbonitrile